C=1C=CC=CC1 2,4,6-cyclohexatriene